5-(1H-pyrazol-4-yl)-2-[7-(2,2,6,6-tetramethylpiperidin-4-yl)-7H-imidazo[4,5-c]pyridazin-3-yl]phenol hydrochloride Cl.N1N=CC(=C1)C=1C=CC(=C(C1)O)C1=CC2=C(N=N1)N(C=N2)C2CC(NC(C2)(C)C)(C)C